C(CCCCC)[Al](CCCCCC)CCCCCC tri(n-hexyl)aluminum